COC(C1=NC=C(C=C1)C1=CC2=C(N=CN(C2=O)[C@H](CO)C)C(=N1)C=1C=NC=CC1)=O (S)-5-(3-(1-hydroxypropan-2-yl)-4-oxo-8-(pyridin-3-yl)-3,4-dihydropyrido[3,4-d]pyrimidin-6-yl)picolinic acid methyl ester